C(C)(C)(C)OC(=O)NC=1C(=NC=C(N1)C1=C(C=C(C=C1C)C)OC)C(=O)OC methyl 3-(tert-butoxycarbonylamino)-5-(2-methoxy-4,6-dimethyl-phenyl)pyrazine-2-carboxylate